FC1=C(C(=CC=2N(C(=NC21)C)C)F)C#CC2=NN(C(=C2C(=O)N)NC)[C@@H]2CN([C@H](C2)COC)C(C=C)=O 3-[2-(4,6-difluoro-1,2-dimethyl-1,3-benzodiazol-5-yl)ethynyl]-1-[(3S,5R)-5-(methoxymethyl)-1-(prop-2-enoyl)pyrrolidin-3-yl]-5-(methylamino)pyrazole-4-carboxamide